[C].[N+](=O)([O-])[Fe] nitro-iron Carbon